1-(5-oxa-2,8-diazaspiro[3.5]nonan-8-yl)ethan-1-one C1NCC12OCCN(C2)C(C)=O